C1C(CCCCCCCCCC(=O)OC[C@@H](O)COP(=O)([O-])OCC[N+](C)(C)C)C1CCCCCC 1-(cis-11,12-methylene-octadecanoyl)-sn-glycero-3-phosphocholine